4'-(6-chlorobenzo[d]oxazol-2-yl)-[1,1'-biphenyl]-4-amine ClC1=CC2=C(N=C(O2)C2=CC=C(C=C2)C2=CC=C(C=C2)N)C=C1